4-(4-(4,4-difluoropiperidin-1-yl)phenoxy)-1H-1,2,3-triazole-5-carboxylic acid 2,2,2-trifluoroacetate FC(C(=O)O)(F)F.FC1(CCN(CC1)C1=CC=C(OC=2N=NNC2C(=O)O)C=C1)F